N-[7-bromo-2-[4-[(3-methoxy-4-methyl-phenyl)carbamoyl]cyclohexyl]-3-oxo-isoindolin-5-yl]imidazo[1,2-a]pyrimidine-2-carboxamide BrC=1C=C(C=C2C(N(CC12)C1CCC(CC1)C(NC1=CC(=C(C=C1)C)OC)=O)=O)NC(=O)C=1N=C2N(C=CC=N2)C1